2-[3-(hydroxymethyl)-4-[1-methyl-5-[[1-[1-(oxetan-3-yl)-4-piperidyl]imidazol-4-yl]amino]-6-oxo-3-pyridyl]-2-pyridyl]-3,4,6,7,8,9-hexahydropyrazino[1,2-a]indol-1-one OCC=1C(=NC=CC1C1=CN(C(C(=C1)NC=1N=CN(C1)C1CCN(CC1)C1COC1)=O)C)N1C(C=2N(C=3CCCCC3C2)CC1)=O